7-fluoro-2H-1,4-benzoxazin-3(4H)-one FC1=CC2=C(NC(CO2)=O)C=C1